FC1=C(CN2C(C=3C=CC=NC3C(=C2)C(=O)N[C@@H]2[C@H](CCC2)O)=O)C(=CC(=C1)C=1C=NC=C(C1)C)F 6-(2,6-difluoro-4-(5-methylpyridin-3-yl)benzyl)-N-((1S,2S)-2-hydroxycyclopentyl)-5-oxo-5,6-dihydro-1,6-naphthyridine-8-carboxamide